((2-chloro-6-(1-hydroxyethyl)pyridin-3-yl)oxy)-2-methylpropan-2-ol ClC1=NC(=CC=C1OCC(C)(O)C)C(C)O